C(C)OC=1C(=NC=CC1)OC=1C=C(C=NC1)C1=NC=C(C=N1)C(=O)N[C@@H]1CN(CC[C@H]1F)C(=O)OCC1=CC=CC=C1 benzyl (3R,4R)-3-{[(2-{5-[(3-ethoxypyridin-2-yl)oxy]pyridin-3-yl}pyrimidin-5-yl)carbonyl]amino}-4-fluoropiperidine-1-carboxylate